C1(CC1)C=1N=CC2=C3C(=CC(=C2C1)S(NCC(C)C)(=O)=O)[C@@H](C[C@@H]3NC(=O)C=3C=NC=CC3)NC(C(CC)C)=O |r| N-[cis-(7RS,9SR)-3-cyclopropyl-7-(2-methylbutanoylamino)-5-(2-methylpropylsulfamoyl)-8,9-dihydro-7H-cyclopenta[h]isoquinolin-9-yl]pyridine-3-carboxamide